C(C)OCCC=1C(=NC=C(C1)C1=NN=C(N1)C(F)(F)F)C=O 3-(2-ethoxyethyl)-5-(5-(trifluoromethyl)-4H-1,2,4-triazol-3-yl)picolinaldehyde